2-(4-(difluoromethoxy)-2-isopropyl-6-(2-(2-methyl-2-(4-sulfamoyl-1H-pyrazol-1-yl)propoxy)pyridin-4-yl)phenyl)acetic acid FC(OC1=CC(=C(C(=C1)C1=CC(=NC=C1)OCC(C)(N1N=CC(=C1)S(N)(=O)=O)C)CC(=O)O)C(C)C)F